((2-(vinyloxy)phenyl)ethynyl)-1,1'-biphenyl C(=C)OC1=C(C=CC=C1)C#CC1=C(C=CC=C1)C1=CC=CC=C1